N=1C=NN2C1C=C(C=C2)OC2=C(C=C(C=C2)NC2=NC=NN1C2=C(C=C1)C(=O)NCCCN(C)C)C 4-((4-([1,2,4]triazolo[1,5-a]pyridin-7-yloxy)-3-methylphenyl)amino)-N-(3-(dimethylamino)-propyl)pyrrolo[2,1-f][1,2,4]triazine-5-carboxamide